Sec-Butyl Ethyl Ether C(C)OC(C)CC